2,3,4,4-tetramethylvaleric acid CC(C(=O)O)C(C(C)(C)C)C